(pyridyl)benzothiophene N1=C(C=CC=C1)C=1SC2=C(C1)C=CC=C2